Cl.NC/C(/CN1N=CN(C1=O)CC=1SC(=CC1)\C=C\C1=CC=C(C=C1)O)=C\F 2-[(2E)-2-(aminomethyl)-3-fluoroprop-2-en-1-yl]-4-({5-[(E)-2-(4-hydroxyphenyl)ethenyl]thiophen-2-yl}methyl)-2,4-dihydro-3H-1,2,4-triazol-3-one hydrochloride